(R)-6-fluoro-7-(2-(((4-methyl-pyridin-2-yl)oxy)methyl)pyrrolidin-1-yl)-4-oxo-1-phenyl-1,4-dihydro-quinoline-3-carboxylic acid FC=1C=C2C(C(=CN(C2=CC1N1[C@H](CCC1)COC1=NC=CC(=C1)C)C1=CC=CC=C1)C(=O)O)=O